tris(3,5-dimethoxyphenyl)phosphine COC=1C=C(C=C(C1)OC)P(C1=CC(=CC(=C1)OC)OC)C1=CC(=CC(=C1)OC)OC